BrC=1C=C(C=CC1O)CC(C(=O)NCCSSCC[NH3+])=NO 2-{2-[3-(3-bromo-4-hydroxy-phenyl)-2-hydroxyimino-propionylamino]-ethyldisulfanyl}-ethylammonium